C(CCCCCCCCCCCCCCCCC)O normal octadecanol